(3R,4S)-3-((2-((1-hydroxy-1,3-dihydrobenzo[c][1,2]oxaborol-5-yl)amino)-5-methylpyrimidin-4-yl)amino)tetrahydro-2H-pyran-4-carbonitrile OB1OCC2=C1C=CC(=C2)NC2=NC=C(C(=N2)N[C@H]2COCC[C@@H]2C#N)C